1,3-diethyl-1,1,3,3-tetramethyldisilazane C(C)[Si](N[Si](C)(C)CC)(C)C